5-bromo-2,3-Dimethoxypyridine BrC=1C=C(C(=NC1)OC)OC